S(=O)(=O)(C1=CC=C(C)C=C1)OCCOCCOCCOCCOS(=O)(=O)C1=CC=C(C)C=C1 p-[2-(2-{2-[2-(Tosyloxy)ethoxy]ethoxy}-ethoxy)ethoxy-sulfonyl]toluene